((3aS,4R,6S,6aS)-6-(4-aminopyrrolo[2,1-f][1,2,4]triazin-7-yl)-4-cyano-2,2-dimethyltetrahydrofuro[3,4-d][1,3]dioxol-4-yl)methyl 3-methylbutanoate CC(CC(=O)OC[C@]1(O[C@H]([C@@H]2OC(O[C@@H]21)(C)C)C2=CC=C1C(=NC=NN12)N)C#N)C